COC1=CC=C(C=C1)[C@H]1CCC2=CCCN12 (3R,7aR)-3-(4-methoxyphenyl)tetrahydro-1H-pyrrolizine